N[C@@H](C(=O)N[C@H](C(=O)NCC1=C(C=CC(=C1)Cl)N1N=NN=C1)C)CCC1=CC=CC=C1 (R)-2-amino-N-((S)-1-((5-chloro-2-(1H-tetrazol-1-yl)benzyl)amino)-1-oxopropan-2-yl)-4-phenylbutanamide